SC=1N=C2N(N1)C(CC2F)C2=C(C=CC=C2)F sulfanyl-7-fluoro-5-(2-fluorophenyl)-6,7-dihydro-5H-pyrrolo[1,2-b][1,2,4]triazole